COC=1C=C2CCN(CC2=CC1OC)C(/C=C/C1=CC=C(OCC2=CC=C(C(=O)NO)C=C2)C=C1)=O (E)-4-((4-(3-(6,7-dimethoxy-3,4-dihydroisoquinolin-2(1H)-yl)-3-oxoprop-1-en-1-yl)phenoxy)methyl)-N-hydroxybenzamide